1-(6-bromobenzo[b]thiophen-3-yl)ethan-1-ol BrC=1C=CC2=C(SC=C2C(C)O)C1